1-(4-(3-(4-chlorophenoxy)-5-fluorobenzyl)piperazine-1-carbonyl)-4-methyl-1H-pyrazole-3-carboxylic acid ClC1=CC=C(OC=2C=C(CN3CCN(CC3)C(=O)N3N=C(C(=C3)C)C(=O)O)C=C(C2)F)C=C1